Cl.C(C1=CC=CC=C1)NC=1C=2N(N=C(C1)SC1CCNCC1)C(=CN2)C(F)(F)F N-BENZYL-6-(PIPERIDIN-4-YLTHIO)-3-(TRIFLUOROMETHYL)IMIDAZO[1,2-B]PYRIDAZIN-8-AMINE HYDROCHLORIDE